3-{2-[(3,5-dimethylphenyl)amino]pyrimidin-4-yl}-N-[(1S,2R)-2-hydroxycyclohexyl]-1-methyl-1H-pyrazole-5-carboxamide CC=1C=C(C=C(C1)C)NC1=NC=CC(=N1)C1=NN(C(=C1)C(=O)N[C@@H]1[C@@H](CCCC1)O)C